[PH2]([S-])=S Dithiophosphinate